O=C1NC(CCC1N1CC2=CC=CC(=C2C1=O)NC(CCCCCCCCCCC(=O)NC1=CC=C(C=C1)CCOC1=NC(=CC(=N1)N/N=C/C1=CC(=CC=C1)C)N1CCOCC1)=O)=O (E)-N1-(2-(2,6-dioxopiperidin-3-yl)-3-oxoisoindolin-4-yl)-N12-(4-(2-((4-(2-(3-methylbenzylidene)hydrazino)-6-morpholinopyrimidin-2-yl)oxy)ethyl)phenyl)dodecanediamide